FC(OC=1C=CC(=NC1)C1CCN(CC1)C(=O)N1C[C@@H]2[C@@H](OCC(N2)=O)CC1)(F)F (-)-cis-6-(4-(5-(Trifluoromethoxy)pyridin-2-yl)piperidine-1-carbonyl)hexahydro-2H-pyrido[4,3-b][1,4]oxazin-3(4H)-one